N1=C(C=NC=C1)C=1C=CC2=C(N=C(O2)C2=CC(=NC=C2)C=O)C1 (4-(5-(pyrazin-2-yl)benzo[d]oxazol-2-yl)pyridin-2-yl)methanone